[N+](=O)([O-])C1=CC=C(C=N1)N1CCC(CC1)OC1=CC=C(C=C1)CO (4-((1-(6-nitropyridin-3-yl)piperidin-4-yl)oxy)phenyl)methanol